C(CC)(=O)OC(CN)=O glycine n-propoyl ester